1,1,3,3-Tetramethyl-1,3-bis(4-aminophenyl)disiloxan C[Si](O[Si](C1=CC=C(C=C1)N)(C)C)(C1=CC=C(C=C1)N)C